FC(C(=O)O)(F)F.CN1C(C2(CCN(CC2)C2=NC=NC=C2)C2=C3C(=NC=C21)NC(=C3C3=CN=C(S3)C)C=3C=NN(C3)C)=O 6-Methyl-2-(1-methyl-1H-pyrazol-4-yl)-1-(2-methylthiazol-5-yl)-1'-(pyrimidin-4-yl)-3,6-dihydro-7H-spiro[dipyrrolo[2,3-b:3',2'-d]pyridine-8,4'-piperidin]-7-one, trifluoroacetate salt